(S)-4-((1-(2,5-difluorophenyl)ethyl)amino)-2-fluoro-N-(thiazol-4-yl)-5-vinylbenzenesulfonamide FC1=C(C=C(C=C1)F)[C@H](C)NC1=CC(=C(C=C1C=C)S(=O)(=O)NC=1N=CSC1)F